C(C)(=O)OC([C@H](O)C1=CC=CC=C1)=O (R)-O-acetylmandelic acid